C(C)(=O)O[C@@H]1CC2=CC[C@H]3[C@@H]4CC[C@H]([C@@H](CCC(=O)O)C)[C@]4(CC[C@@H]3[C@]2(CC1)C)C 3β-acetoxycholan-5(6)-en-24-oic acid